1-(1'-(cyclopropylmethyl)-4-methyl-1-phenyl-1H,1'H-[3,4'-bipyrazol]-5-yl)-3-((3S,4R)-4-(3,4-difluorophenyl)-1-(2-methoxyethyl)pyrrolidin-3-yl)urea C1(CC1)CN1N=CC(=C1)C1=NN(C(=C1C)NC(=O)N[C@@H]1CN(C[C@H]1C1=CC(=C(C=C1)F)F)CCOC)C1=CC=CC=C1